COC1=CC=C(C(=O)N2CCN(CC2)CC(=O)NC2=CC(=C(C(=C2)OC)OC)OC)C=C1 2-(4-(4-methoxybenzoyl)piperazin-1-yl)-N-(3,4,5-trimethoxyphenyl)acetamide